FC(C1=CC=C(CN2C=3N(C4=C(C2=O)CN(CC4)CC4=CC(=CC=C4)C#N)N=CN3)C=C1)(F)F 4-(4-trifluoromethylbenzyl)-7-(3-cyanobenzyl)-6,7,8,9-tetrahydropyrido[3,4-e][1,2,4]triazolo[1,5-a]pyrimidine-5(4H)-one